ClC=1C=C(C=CC1)C(CCCCCOB([O-])[O-])(C1=CC(=CC=C1)Cl)C1=CC(=CC=C1)Cl.C(C1=CC=CC=C1)[N+](C)(C)CCCCCCCCCCCCCCCC.C(C1=CC=CC=C1)[N+](C)(C)CCCCCCCCCCCCCCCC N-benzyl-N,N-dimethylhexadecylammonium tri(3-chlorophenyl)hexylborate